CC(=O)N[C@@H]1[C@H]([C@@H]([C@H](O[C@H]1O)CO[C@H]2[C@@H]([C@H]([C@@H]([C@H](O2)CO)O[C@H]3[C@@H]([C@H]([C@H]([C@H](O3)CO)O)O)O)O)O)O)O The molecule is a linear amino trisaccharide consisting of N-acetyl-beta-D-glucosamine at the reducing end having a beta-D-galactosyl-(1->4)-beta-D-glucosyl group attached at the 6-position. It is an amino trisaccharide and a glucosamine oligosaccharide.